C(C(C)C)NC(=O)C=1C=C(C=CC1)B(O)O [3-(ISOBUTYLAMINOCARBONYL)PHENYL]BORONIC ACID